4-(2-naphthyl)phenylboric acid C1=C(C=CC2=CC=CC=C12)C1=CC=C(C=C1)OB(O)O